(6S,9R)-N-(5-Chloro-2-fluoro-4-(5-(hydroxymethyl)pyridin-3-yl)phenyl)-3-oxo-3,5,6,7,8,9-hexahydro-2H-6,9-epiminocyclohepta[c]pyridazine-10-carboxamide ClC=1C(=CC(=C(C1)NC(=O)N1[C@@H]2CC=3C(=NNC(C3)=O)[C@H]1CC2)F)C=2C=NC=C(C2)CO